NC=1C=NN(C1)C1(CC1)C=1N=C(C(=NC1)N1C([C@@H]2C[C@@H]2C1)=O)C (1R,5S)-3-(5-(1-(4-Amino-1H-pyrazol-1-yl)cyclopropyl)-3-methylpyrazin-2-yl)-3-azabicyclo[3.1.0]hexan-2-one